FC(C=1C=C2C(=NC=NC2=C(C1)C(F)(F)F)N([C@@H](C)C1=NC=NN1C1=CC=C(C=N1)C(=O)N)C)(F)F 6-[5-[(1S)-1-[[6,8-bis(trifluoromethyl)quinazolin-4-yl]-methyl-amino]ethyl]-1,2,4-triazol-1-yl]pyridine-3-carboxamide